O=C1NC2=CC=CC=C2C12CC2 2'-oxospiro[cyclopropan-1,3'-indole]